methyl 4-(2-(1-(2-(tert-butoxy)-2-oxoethyl)-1H-pyrazol-4-yl)phenyl)-4-hydroxy-2-methylenebutanoate C(C)(C)(C)OC(CN1N=CC(=C1)C1=C(C=CC=C1)C(CC(C(=O)OC)=C)O)=O